(S)-5-(4-(1,3-dioxolan-2-yl)piperidin-1-yl)-N-(2,6-dioxopiperidin-3-yl)pyridinecarboxamide O1C(OCC1)C1CCN(CC1)C=1C=CC(=NC1)C(=O)N[C@@H]1C(NC(CC1)=O)=O